C(=O)(O)CC1(CCCCC1)C(=O)O 1-(carboxymethyl)-cyclohexanecarboxylic acid